COC(=O)C1CC(C1)O methyl (1s,3s)-3-hydroxycyclobutane-1-carboxylate